2-(oxetan-3-yl)-5-(tributylstannyl)-4-(trifluoromethyl)thiazole silicon [Si].O1CC(C1)C=1SC(=C(N1)C(F)(F)F)[Sn](CCCC)(CCCC)CCCC